8-bromo-3,6-dimethyl-2-sulfinyl-(sulfanylidene)-1H-quinazolin-4-one BrC=1C=C(C(C2C(N(C(NC12)=S=O)C)=O)=S)C